methyl 1,6'-dimethyl-6-oxo-1,6-dihydro-[3,4'-bipyridine]-3'-carboxylate CN1C=C(C=CC1=O)C1=C(C=NC(=C1)C)C(=O)OC